((5-Bromothiophene-2-yl)methyl)-2,4-dihydro-3H-1,2,4-triazol-3-one BrC1=CC=C(S1)CN1N=CNC1=O